1'-[(oxan-4-yl)methyl]-1,2-dihydrospiro[indole-3,4'-piperidin] O1CCC(CC1)CN1CCC2(CC1)CNC1=CC=CC=C12